C(C)(C)C=1C=CC(=NC1)C(C(=O)N)C (5-isopropylpyridin-2-yl)propanamide